COC=1C=C(OC2CCN(CC2)C(=O)OC(C)(C)C)C=CC1C(=O)OC tert-Butyl 4-(3-methoxy-4-methoxycarbonyl-phenoxy)piperidine-1-carboxylate